5-((1-benzyl-5-(1-(4-methoxyphenyl)-1H-pyrazol-4-yl)piperidin-3-yl)oxy)-2-methylaniline C(C1=CC=CC=C1)N1CC(CC(C1)C=1C=NN(C1)C1=CC=C(C=C1)OC)OC=1C=CC(=C(N)C1)C